C(CC)N1C(SC2=C1C=CC(=C2)C2=CC=C(C(=O)O)C=C2)=O 4-(3-propyl-2-benzothiazolinon-6-yl)benzoic acid